4-acetyl-5-(4-bromo-phenyl)-3-hydroxy-1-[2-(4-methoxy-phenyl)-ethyl]-1,5-dihydro-pyrrol-2-one C(C)(=O)C1=C(C(N(C1C1=CC=C(C=C1)Br)CCC1=CC=C(C=C1)OC)=O)O